Cl.N1=CN=CC2=C1N(C=C2)C(N)=S 7H-pyrrolo[2,3-d]pyrimidine-7-carbothioamide hydrochloride